[N+](CCO)(CCO)(CCO)[O-] triethanolamine N-oxide